4-methylbenzenesulfonhydrazide CC1=CC=C(C=C1)S(=O)(=O)NN